6-((4-((tert-Butyldiphenylsilyl)oxy)butyl)(methyl)amino)-11-((2-(2-cycloheptyl-acetoxy)octyl)thio)undecyl 2-hexyldecanoate C(CCCCC)C(C(=O)OCCCCCC(CCCCCSCC(CCCCCC)OC(CC1CCCCCC1)=O)N(C)CCCCO[Si](C1=CC=CC=C1)(C1=CC=CC=C1)C(C)(C)C)CCCCCCCC